C(C)C=1C=C(C=C(C1)C1=CC=CC=C1)SC1=CN=C(S1)CNC(OC(C)(C)C)=O tert-Butyl ((5-((5-ethyl-[1,1'-biphenyl]-3-yl)thio)thiazol-2-yl)methyl)carbamate